Cl.ClC1=CC(=C(CNCC2CCNCC2)C=C1Cl)OCC N-(4,5-dichloro-2-ethoxybenzyl)-1-(piperidin-4-yl)methanamine hydrochloride